C(C)(C)(C)OC(=O)N1C2CNCC1CC2 3,8-diazabicyclo[3.2.1]octane-8-carboxylic acid tert.Butyl ester